C(C)(=O)OC1CN(CCC1)S(=O)C 1-methanesulfinylpiperidin-3-yl acetate